S(=O)(=O)([O-])[O-].[Au+3].[Na+].S(=O)(=O)([O-])[O-] sodium gold sulfate